5-(5-bromo-3,4-dihydro-1,7-naphthyridin-1(2H)-yl)-7-fluoro-1-methyl-[1,2,4]triazolo[4,3-a]quinazoline BrC1=C2CCCN(C2=CN=C1)C1=NC=2N(C3=CC=C(C=C13)F)C(=NN2)C